2-(4-amino-4-methyl-piperidin-1-yl)-5-(1H-benzoimidazol-4-yl)-pyrimidine-4-carboxylic acid amide NC1(CCN(CC1)C1=NC=C(C(=N1)C(=O)N)C1=CC=CC=2NC=NC21)C